Cl.Cl.CC=1C=C(C=C(C1)COC1=C(C=C(C(=N)N)C=C1)F)COC1=C(C=C(C(=N)N)C=C1)F 4,4'-(((5-methyl-1,3-phenylene)bis(methylene))bis(oxy))bis(3-fluorobenzamidine) dihydrochloride